ClC=1C=C(C=CC1F)NC(N(CC1=NNC(=C1)C(F)(F)F)C=1C=NC(=NC1)OC)=O (3-Chloro-4-fluorophenyl)-1-(2-methoxypyrimidin-5-yl)-1-((5-(trifluoromethyl)-1H-pyrazol-3-yl)methyl)urea